2-hydroxypropane-3-sulfonic acid OC(C)CS(=O)(=O)O